C12C(C=CC=C1)O2 Benzol oxid